N-ethylphenyl-N',N'-dimethylphenylurea C(C)N(C(=O)N(C)C)C1=C(C=CC=C1)C1=CC=CC=C1